4-(5-(3,5-dichloro-4-fluorophenyl)-5-(trifluoromethyl)-4,5-dihydroisoxazol-3-yl)-N-(thietan-3-yl)benzofuran-7-carboxamide ClC=1C=C(C=C(C1F)Cl)C1(CC(=NO1)C1=CC=C(C2=C1C=CO2)C(=O)NC2CSC2)C(F)(F)F